The molecule is an iduronate that is the conjugate base of aldehydo-L-iduronic acid, obtained by deprotonation of the carboxy group; major species at pH 7.3. It has a role as a human metabolite. It is a conjugate base of an aldehydo-L-iduronic acid. C(=O)[C@@H]([C@H]([C@@H]([C@H](C(=O)[O-])O)O)O)O